P(=O)(OCC(CCl)Cl)([O-])[O-] 2,3-dichloropropyl phosphate